CC1(OC2=C(C1)C(=C(C(=C2C)C)S(=O)(=O)NC(NCCC[C@@H](C(N[C@H]2CNCC2)=O)NC([O-])=O)=N)C)C [(1S)-4-{N'-[(2,2,4,6,7-pentamethyl-2,3-dihydro-1-benzofuran-5-yl)sulfonyl] carbamimidamido}-1-{[(3R)-pyrrolidin-3-yl]carbamoyl}butyl]carbamate